C(C)OC(C(C)C=1N(C2=CC=CC=C2C1)C(=O)OC(C)(C)C)=O tert-Butyl 2-(1-ethoxy-1-oxopropan-2-yl)-1H-indole-1-carboxylate